tetrakisbisethylmethylammonium hafnium [Hf+4].C(C)[NH+](C)CC.C(C)[NH+](C)CC.C(C)[NH+](C)CC.C(C)[NH+](C)CC